OCCOC1=CC=CC=2C3(C4=CC=CC=C4SC12)OCCCO3 4'-(2-hydroxyethoxy)spiro[1,3-dioxane-2,9'-thioxanthene]